N-(3-Carbamoyl-1-methyl-1H-pyrazol-4-yl)-5-(piperidin-3-ylamino)pyrazolo[1,5-a]pyrimidin-3-carboxamid C(N)(=O)C1=NN(C=C1NC(=O)C=1C=NN2C1N=C(C=C2)NC2CNCCC2)C